bithiophene germanium [Ge].S1C(=CC=C1)C=1SC=CC1